CN(CC(CCN1N=C(C=2C1=NC(=NC2)NC2=CC=CC=C2)NC2=C(C=CC=C2C)C)O)C 1-(dimethylamino)-4-(3-(2,6-dimethylphenylamino)-6-(phenylamino)-1H-pyrazolo[3,4-d]pyrimidin-1-yl)butan-2-ol